NC1=NC=2C=CC=CC2C2=C1N=CN2 4-amino-1H-imidazo[4,5-C]quinoline